C(=O)[C@@H]1C([C@H]1C1=CC=C(C=C1)S(=O)(=O)N)(C)C 4-(trans-3-formyl-2,2-dimethylcyclopropyl)benzenesulfonamide